9,9,12,12-tetramethyl-eicosane CC(CCCCCCCC)(CCC(CCCCCCCC)(C)C)C